CC=1N(C(=CC1)C)C1=C(C2=C(C=C1)C1=NC=CC=C1O2)C#N 7-(2,5-dimethyl-1H-pyrrol-1-yl)benzofuro[3,2-b]pyridine-6-carbonitrile